(5-fluoro-1-((R)-5-(pyridin-2-yl)-2,3-dihydro-1H-indene-2-carbonyl)indolin-6-yl)(imino)(propyl)-λ6-sulfanone FC=1C=C2CCN(C2=CC1S(=O)(CCC)=N)C(=O)[C@@H]1CC2=CC=C(C=C2C1)C1=NC=CC=C1